(2RS)-2-(4-fluorophenyl)-4-methoxybutanoic acid FC1=CC=C(C=C1)[C@H](C(=O)O)CCOC |r|